C(C)(C)(C)OC(=O)N1C(C2=NC=C(C=C2C1)C=O)CC#N 7-(cyanomethyl)-3-formyl-5,7-dihydro-6H-pyrrolo[3,4-B]pyridine-6-carboxylic acid tert-butyl ester